COC1=CC=C(CN2S(C=3N([C@@H](C2)C(=O)O)C(C=C(C3C3=CC(=CC=C3)C(F)(F)F)CC3=CC=CC2=CC=CC=C32)=O)(=O)=O)C=C1 (S)-2-(4-methoxybenzyl)-8-(naphthalen-1-ylmethyl)-6-oxo-9-(3-(trifluoromethyl)phenyl)-3,4-dihydro-2H,6H-pyrido[1,2-e][1,2,5]thiadiazine-4-carboxylic acid 1,1-dioxide